N-hydroxy-1-(4-(1,1,2,2-tetrafluoroethoxy)phenyl)cyclopropane-1-carboxamidine ONC(=N)C1(CC1)C1=CC=C(C=C1)OC(C(F)F)(F)F